2-Methyl-3-[(2S)-pyrrolidinylmethoxy]pyridine CC1=NC=CC=C1OCN1CCCC1